N-(4-ethynylbenzyl)-2-methoxyethan-1-aminium chloride [Cl-].C(#C)C1=CC=C(C[NH2+]CCOC)C=C1